CN1CCN(CC1)CCOC1=CC=C(C=C1)[N+](=O)[O-] 1-methyl-4-[2-(4-nitro-phenoxy)-ethyl]-piperazine